[C@H]12CN(CC(CC1)N2)C2=NC(=NC1=C(C(=C(C(=C21)F)Cl)C2=CC(=CC1=CC=CC(=C21)F)O)F)OC[C@]21CCCN1C[C@@H](C2)F 4-((R)-4-(3,8-diazabicyclo[3.2.1]octan-3-yl)-6-chloro-5,8-difluoro-2-(((2R,7aS)-2-fluorotetrahydro-1H-pyrrolizin-7a(5H)-yl)methoxy)quinazolin-7-yl)-5-fluoronaphthalen-2-ol